(1-ethoxy-4-hydroxy-7-(3-isopropylphenoxy)isoquinoline-3-carbonyl)glycine C(C)OC1=NC(=C(C2=CC=C(C=C12)OC1=CC(=CC=C1)C(C)C)O)C(=O)NCC(=O)O